CC1=CC=C(C=C1)S(=O)(=O)OCCOCC(=O)OC(C)(C)C tert-butyl 2-{2-[(4-methylbenzenesulfonyl)oxy]ethoxy}acetate